COC=1C=C(C=C(C1)OC)N(C(=O)C1=CN=C(O1)C#C)C1C(N(CC1)CC(F)(F)F)=O N-(3,5-Dimethoxyphenyl)-2-ethynyl-N-(2-oxo-1-(2,2,2-trifluoroethyl)pyrrolidin-3-yl)oxazole-5-carboxamide